acenaphthene bromine [Br].C1CC2=CC=CC3=CC=CC1=C23